C(C)C=1C=NN2C1N=C(C=C2NCC=2C=C(C=NC2)O)N2[C@@H](CCCC2)CCO (S)-5-(((3-ethyl-5-(2-(2-hydroxyethyl)piperidin-1-yl)pyrazolo[1,5-a]pyrimidin-7-yl)amino)methyl)pyridin-3-ol